N-crotonyl-oxazolidinone C(\C=C\C)(=O)N1C(OCC1)=O